N-(5-((4-([1,1'-biphenyl]-3-yl)-5-chloropyrimidin-2-yl)amino)pyridin-3-yl)acetamide C1(=CC(=CC=C1)C1=NC(=NC=C1Cl)NC=1C=C(C=NC1)NC(C)=O)C1=CC=CC=C1